FC1=CC=2N(C=C1C1CC(N(C(C1)([2H])[2H])S(=O)(=O)C1=CC(=NS1)C)([2H])[2H])N=CN2 5-((4-(7-fluoro-[1,2,4]triazolo[1,5-a]pyridin-6-yl)piperidin-1-yl-2,2,6,6-d4)sulfonyl)-3-methylisothiazole